C6-oxo-1-((1s,3s)-3-(tosyloxy)cyclobutyl)-1,6-dihydropyridine O=C1C=CC=CN1C1CC(C1)OS(=O)(=O)C1=CC=C(C)C=C1